2-bromo-4-iodo-5-(methoxymethoxy)pyridine BrC1=NC=C(C(=C1)I)OCOC